IC1=C(C(=CC(=C1)C(C(F)(F)F)(C(F)(F)F)F)C(F)(F)F)NC(C1=C(C(=CC=C1)N(C(C1=CC=C(C=C1)C#N)=O)O)F)=O N-(2-iodo-4-(perfluoropropan-2-yl)-6-(trifluoromethyl)phenyl)-2-fluoro-3-((hydroxy)(4-cyanobenzoyl)amino)benzamide